3-{(1S)-1-[3,5-bis(trifluoromethyl)benzamido]ethyl}-6-methylpyrazin FC(C=1C=C(C(=O)N[C@@H](C)C=2C=NC(=CN2)C)C=C(C1)C(F)(F)F)(F)F